2-chloro-4-fluoro-5-(3-methyl-2,6-dioxo-4-trifluoromethyl-3,6-dihydropyrimidin-1(2H)-yl)benzoic acid (1-methoxy-1-n-propoxycarbonylmethyl) ester COC(C(=O)OCCC)OC(C1=C(C=C(C(=C1)N1C(N(C(=CC1=O)C(F)(F)F)C)=O)F)Cl)=O